2-[(2R,4S)-2-(1-cyclopropylpyrazol-4-yl)tetrahydropyran-4-yl]-8-(difluoromethyl)-6-[2-fluoro-4-(trifluoromethyl)phenyl]-7-methyl-purine C1(CC1)N1N=CC(=C1)[C@@H]1OCC[C@@H](C1)C1=NC(=C2N(C(=NC2=N1)C(F)F)C)C1=C(C=C(C=C1)C(F)(F)F)F